ClC(C1=NC(=NC(=N1)C1=CC=C(C2=CC=CC=C12)OC)C(Cl)(Cl)Cl)(Cl)Cl 2,6-bis(trichloromethyl)-4-(4-methoxynaphthalene-1-yl)-1,3,5-triazine